FC1=C(NC=C1F)C(=O)O 3,4-difluoro-1H-pyrrole-2-carboxylic acid